5-(trimethylstannyl)-1H-pyrazolo[3,4-c]pyridine C[Sn](C=1C=C2C(=CN1)NN=C2)(C)C